C(CCCCC)(=O)OCN1C(CC(C2=CC=C(C=C12)CCN1CCN(CC1)C1=CC(=CC=2SC=CC21)F)(C)C)=O (7-(2-(4-(6-Fluorobenzo[b]thiophen-4-yl)piperazin-1-yl)ethyl)-4,4-dimethyl-2-oxo-3,4-dihydroquinolin-1(2H)-yl)methyl hexanoate